(S)-2-(1-((9H-purin-6-yl)amino)propyl)-5-fluoro-3-phenylquinazolin N1=CN=C2NC=NC2=C1NC(CC)[C@@H]1N=C2C=CC=C(C2=CN1C1=CC=CC=C1)F